1,2-dichloro-1-isopropoxyethane ClC(CCl)OC(C)C